ETHYL ((S)-(((2R,3S,5R)-5-(4-AMINO-2-OXO-1,3,5-TRIAZIN-1(2H)-YL)-3-HYDROXYTETRAHYDROTHIOPHEN-2-YL)-METHOXY)(PHENOXY)-PHOSPHORYL)-L-ALANINATE NC1=NC(N(C=N1)[C@H]1C[C@@H]([C@H](S1)CO[P@](=O)(OC1=CC=CC=C1)N[C@@H](C)C(=O)OCC)O)=O